FC1CC(N(C1)C(CC=1N(C2=CC=CC=C2C1)C)=O)C(=O)NC(C1=CC=C(C=C1)C(C)C)C1=CC=CC=C1 4-fluoro-1-[2-(1-methyl-1H-indol-2-yl)acetyl]-N-{phenyl-[4-(prop-2-yl)phenyl]methyl}pyrrolidine-2-carboxamide